COC1=CC=C(C=C1)NC=CC(=O)[O-] 3-[(4-methoxyphenyl)amino]prop-2-enoate